C(C)C1=C(C(=CC=C1)CC)NC(C1=CC=CC=C1)=O N-(2,6-diethyl-phenyl)benzamide